Cl.COC(=O)C1=CC=C(O)C=C1 methylparaben hydrochloride